CC(C(C(=O)NC1=C(C=CC=C1)C(C1=CC=C(C=C1)[N+](=O)[O-])=O)NC(C(F)(F)F)=O)C 3-methyl-N-(2-(4-nitrobenzoyl)phenyl)-2-(2,2,2-trifluoroacetamido)butanamide